(Z)-3-(3-(3,5-bis(trifluoromethyl)phenyl)-1H-1,2,4-triazol-1-yl)-1-(pyrrolidin-1-yl)prop-2-en-1-one FC(C=1C=C(C=C(C1)C(F)(F)F)C1=NN(C=N1)\C=C/C(=O)N1CCCC1)(F)F